N1(CCC1)CC=1C(=NN(C1)C1=NC(=NC=C1)NC1=CC(=C(C=C1OC)C1=C(C=CC=C1)OC)NC(C=C)=O)C N-(4-(4-(4-(azetidin-1-ylmethyl)-3-methyl-1H-pyrazol-1-yl)pyrimidin-2-ylamino)-2',5-dimethoxybiphenyl-2-yl)acrylamide